4-(2-(((1R,4R)-4-(3-(difluoromethyl)-4-nitro-1H-pyrazol-1-yl)cyclohexyl)methoxy)ethyl)piperidine-1-carboxylic acid tert-butyl ester C(C)(C)(C)OC(=O)N1CCC(CC1)CCOCC1CCC(CC1)N1N=C(C(=C1)[N+](=O)[O-])C(F)F